C(C(=O)O)(=O)O.[13CH2]([13CH3])N(C(C1=C(C=CC(=C1)F)OC1=C(N=CN=N1)N1CC2(CN(C2)[C@@H](C(C)C)CCCN(C)CCOC)CC1)=O)[13CH]([13CH3])[13CH3] (R)-N-(ethyl-13C2)-5-fluoro-2-((5-(2-(6-((2-methoxyethyl)(methyl)amino)-2-methylhex-3-yl)-2,6-diazaspiro[3.4]oct-6-yl)-1,2,4-triazin-6-yl)oxy)-N-(prop-2-yl-13C3)benzamide oxalate